1-(3-chlorophenyl)-N-cyclopropyl-1H-benzo[d]imidazole-5-carboxamide ClC=1C=C(C=CC1)N1C=NC2=C1C=CC(=C2)C(=O)NC2CC2